7-cyclopentyl-2-((5-(4-((5-(2,4-dioxotetrahydropyrimidin-1(2H)-yl)-2-fluoropyridin-3-yl)methyl)piperazin-1-yl)pyridin-2-yl)amino)-N,N-dimethyl-7H-pyrrolo[2,3-d]pyrimidine-6-carboxamide C1(CCCC1)N1C(=CC2=C1N=C(N=C2)NC2=NC=C(C=C2)N2CCN(CC2)CC=2C(=NC=C(C2)N2C(NC(CC2)=O)=O)F)C(=O)N(C)C